FC(C(=O)[O-])(F)F.COC(CCOCCOCC[N+](CCNC(COCCOCCNC(COCCOCCNC(OC(C)(C)C)=O)=O)=O)(C)C)=O N-(2-(2-(3-methoxy-3-oxopropoxy)ethoxy)ethyl)-N,N,2,2-tetramethyl-4,13,22-trioxo-3,8,11,17,20-pentaoxa-5,14,23-triazapentacosan-25-aminium 2,2,2-trifluoroacetate